(R)-3-((methyl((S)-5,6,7,8-tetrahydroquinolin-8-yl)amino)methyl)-5-((S)-2-methylmorpholino)-3,4-dihydroisoquinoline-2(1H)-carboxylate CN([C@H]1CCCC=2C=CC=NC12)C[C@@H]1N(CC2=CC=CC(=C2C1)N1C[C@@H](OCC1)C)C(=O)[O-]